(S)-5-((5-chloro-8-((5-(difluoromethyl)-1-methyl-1H-1,2,3-triazol-4-yl)methoxy)-1,2,3,4-tetrahydroisoquinolin-1-yl)methyl)-5-azaspiro[2.4]heptan-6-one hydrochloride Cl.ClC1=C2CCN[C@@H](C2=C(C=C1)OCC=1N=NN(C1C(F)F)C)CN1CC2(CC2)CC1=O